4,4'-thiobis(2-tertbutyl-5-methyl-phenol) S(C1=CC(=C(C=C1C)O)C(C)(C)C)C1=CC(=C(C=C1C)O)C(C)(C)C